C(CC)C1=CC2=C(N=C(N=C2)NC2=CC=C(C=C2)N2CCC3(CC2)CCN(CC3)C)N1C1=CC=CC(=N1)N=S(=O)(C)C ((6-(6-propyl-2-((4-(9-methyl-3,9-diazaspiro[5.5]undecan-3-yl)phenyl)amino)-7H-pyrrolo[2,3-d]pyrimidin-7-yl)pyridin-2-yl)imino)dimethyl-λ6-sulfanone